COP(OC)(=O)CCC=1C=C(C=C(C1)OCCOCCBr)CCP(OC)(OC)=O tetramethyl((5-(2-(2-bromoethoxy)ethoxy)-1,3-phenylene)bis(ethane-2,1-diyl))bis(phosphonate)